2-(4-(3,5-bis(trifluoromethyl)phenyl)-1H-1,2,3-triazol-1-yl)benzo[d]thiazole FC(C=1C=C(C=C(C1)C(F)(F)F)C=1N=NN(C1)C=1SC2=C(N1)C=CC=C2)(F)F